1-(azepan-1-yl)pentadec-14-en-1-one N1(CCCCCC1)C(CCCCCCCCCCCCC=C)=O